C(C1=CC=CC=C1)OC1=CC=C2CCCC3(C2=C1)CC=1N=C(N=C(C1CN3C)Cl)Cl 7'-benzyloxy-2,4-dichloro-6-methyl-spiro[5,8-dihydropyrido[4,3-d]pyrimidine-7,1'-tetralin]